N[C@@H](C1=CC=C(C=C1)[N+](=O)[O-])NCCO (R)-2-((amino(4-nitrophenyl)methyl)amino)ethan-1-ol